C(C1=CC=CC=C1)OC(=O)N[C@H](C(=O)N1[C@@H](CCC1)C(=O)OC(C)(C)C)[C@H](CC)C tert-butyl (2S)-1-[(2S,3S)-2-(benzyloxycarbonylamino)-3-methyl-pentanoyl]pyrrolidine-2-carboxylate